gamma-methacryloxypropyltris(trimethylsiloxy)silane C(C(=C)C)(=O)OCCC[Si](O[Si](C)(C)C)(O[Si](C)(C)C)O[Si](C)(C)C